COC=1C=C2C(=NC1C1(CCC3=CC=CC=C13)C#N)C(=NN2)C=2C=NN(C2)[C@@H]2CNCC2 (6-methoxy-3-(1-((S)-pyrrolidin-3-yl)-1H-pyrazol-4-yl)-1H-pyrazolo[4,3-b]pyridin-5-yl)-2,3-dihydro-1H-indene-1-carbonitrile